tritert-butylphosphine C(C)(C)(C)P(C(C)(C)C)C(C)(C)C